BrC1=CC=C(C=C1)SCC1CCN(CC1)C(=O)N(C)C 4-(((4-Bromophenyl)thio)methyl)-N,N-dimethylpiperidine-1-carboxamide